6-hydrazinonicotinonitrile N(N)C1=NC=C(C#N)C=C1